C(CCCCCC)C1=C(C(=O)ONCCO)C=CC(=C1)OCCCCCCCCC ((2-hydroxyethyl) amino) heptyl-4-nonoxybenzoate